4-cyclopropyl-3-(N-(5-(1-methyl-1,2,4-triazol-5-yl)-2-(pyrrol-1-yl)phenyl)sulfamoyl)benzoic Acid C1(CC1)C1=C(C=C(C(=O)O)C=C1)S(NC1=C(C=CC(=C1)C1=NC=NN1C)N1C=CC=C1)(=O)=O